(E or Z)-2-Phenyl-3-piperazin-1-yl-prop-2-enenitrile hydrochloride Cl.C1(=CC=CC=C1)C(C#N)=CN1CCNCC1